SC(CC(C)=O)(C)C 4-Mercapto-4-Methylpentan-2-on